O=C(C=C)OCCOC(=O)C1C(CC=CC1)C(=O)O 4-cyclohexene-1,2-dicarboxylic acid mono[2-[(1-oxo-2-propenyl) oxy] ethyl] ester